C(C)C1(CS(C2=C(N(C1)C1=CC=CC=C1)C=C(C(=C2)O\C=C(\C(=O)O)/F)SC)(=O)=O)CCC (Z)-3-((3-ethyl-7-(methylthio)-1,1-dioxido-5-phenyl-3-propyl-2,3,4,5-tetrahydrobenzo-1,5-thiaazepin-8-yl)oxy)-2-fluoroacrylic acid